N1CC2(C=3C1=NC=C(C3)C3=CNC1=CC(=CC=C31)N(C=3C=NN(C3)C)C)CC2 3-(1',2'-Dihydrospiro[cyclopropane-1,3'-pyrrolo[2,3-b]pyridin]-5'-yl)-N-methyl-N-(1-methyl-1H-pyrazol-4-yl)-1H-indol-6-amine